2H-benzo[d][1,3]oxazine N=1COC=C2C1C=CC=C2